dicyclohexyl-({2',6'-dimethoxy-[1,1'-biphenyl]-2-yl})phosphine methanesulfonate CS(=O)(=O)O.C1(CCCCC1)P(C1=C(C=CC=C1)C1=C(C=CC=C1OC)OC)C1CCCCC1